ClC1=CC=C(C=C1)N1C(=NN=C1COC)[C@@H]1CC[C@H](CC1)OC1=NC=CN=C1 trans-2-[4-[4-(4-chlorophenyl)-5-(methoxymethyl)-1,2,4-triazol-3-yl]cyclohexyl]oxypyrazine